C(#N)C1(CC1)C=1C=CC(=NC1)COC1=NN=C(S1)NC(=O)C=1C=NC(=CC1C1=C(C=CC=C1)OC(F)F)C N-(5-[[5-(1-cyanocyclopropyl)pyridin-2-yl]methoxy]-1,3,4-thiadiazol-2-yl)-4-[2-(difluoromethoxy)phenyl]-6-methylpyridine-3-carboxamide